The molecule is an O-hexanoylcarnitine that has L configuration. It has a role as a human metabolite. It is an O-hexanoylcarnitine and a saturated fatty acyl-L-carnitine. CCCCCC(=O)O[C@H](CC(=O)[O-])C[N+](C)(C)C